methyl 2-oxo-4-phenyl-2H-pyran-6-carboxylate O=C1OC(=CC(=C1)C1=CC=CC=C1)C(=O)OC